CC1=CC=C(CN2C=3N(C4=C(C2=O)CNCC4)C=CN3)C=C1 4-(4-methylbenzyl)-6,7,8,9-tetrahydroimidazo[1,2-a]pyrido[3,4-e]pyrimidine-5(4H)-one